ClC=1C=C(C=C(C1)Cl)C1=CNC(=C1C)C1=C(C=CC=C1)C(C(F)(F)F)=O 3-(3,5-Dichlorophenyl)-4-methyl-5-(2-(2,2,2-trifluoroacetyl)phenyl)-1H-pyrrol